propylnaphthalin C(CC)C1=CC=CC2=CC=CC=C12